C(C)C1=NC2=C(N1C1=NC(=CC(=N1)N=S(=O)(C)C)N1[C@@H](COCC1)C)C=CC=C2 (R)-((2-(2-ethyl-1H-benzo[d]imidazol-1-yl)-6-(3-methyl-morpholino)pyrimidin-4-yl)imino)dimethyl-λ6-sulfanone